C(CCC)(=O)OC=1C(=NC=CC1OC)C(N[C@@H](C)C1=NC(=NN1C)C(C1=CC=C(C=C1)F)C1=CC=C(C=C1)F)=O (S)-2-((1-(3-(bis(4-fluorophenyl)methyl)-1-methyl-1,2,4-triazol-5-yl)ethyl)carbamoyl)-4-methoxypyridin-3-yl butyrate